3-{4-[(1-Methyl-1H-pyrazol-3-yl)amino]-2-(methylsulfinyl)pyrimidin-5-yl}acrylonitrile CN1N=C(C=C1)NC1=NC(=NC=C1C=CC#N)S(=O)C